2-(2,6-Difluorophenyl)-4-(4-(((2-(thiophen-2-yl)ethyl)disulfaneyl)methyl)phenyl)-4,5-dihydrooxazole FC1=C(C(=CC=C1)F)C=1OCC(N1)C1=CC=C(C=C1)CSSCCC=1SC=CC1